COC([C@@H](N)CO)=O L-serine-methyl ester